1,1,1,3,3,3-hexafluoropropan-2-yl 1-(2-(azetidin-1-yl)-4-chlorobenzyl)-1,8-diazaspiro[4.5]decane-8-carboxylate N1(CCC1)C1=C(CN2CCCC23CCN(CC3)C(=O)OC(C(F)(F)F)C(F)(F)F)C=CC(=C1)Cl